(R)-5-(1-(1,1-difluoropropan-2-yl)-1H-benzo[d][1,2,3]triazol-6-yl)-6-fluoro-4-methoxy-N-(2-oxaspiro[3.5]nonan-7-yl)pyrrolo[2,1-f][1,2,4]triazin-2-amine FC([C@@H](C)N1N=NC2=C1C=C(C=C2)C=2C(=CN1N=C(N=C(C12)OC)NC1CCC2(COC2)CC1)F)F